NC=1C=C(C=C(C1)F)S(=O)(=O)NCCOCCOCCN(C(OC(C)(C)C)=O)C tert-butyl N-[2-[2-[2-[(3-amino-5-fluoro-phenyl)sulfonylamino]ethoxy]ethoxy]ethyl]-N-methyl-carbamate